(1-(((7-(8-ethyl-3-(methoxymethoxy)naphthalen-1-yl)-8-fluoro-4-(((1R,2R)-2-fluorocyclopropyl)(methyl)amino)pyrido[4,3-d]pyrimidin-2-yl)oxy)methyl)cyclopropyl)methanol C(C)C=1C=CC=C2C=C(C=C(C12)C1=C(C=2N=C(N=C(C2C=N1)N(C)[C@H]1[C@@H](C1)F)OCC1(CC1)CO)F)OCOC